BrC1=C2CC=CC2=C(C=C1)Cl 4-bromo-7-chloro-3H-indene